(R)-Diethyl 2-[1-(2-methoxyphenyl)-2-nitroethyl]malonate COC1=C(C=CC=C1)[C@H](C[N+](=O)[O-])C(C(=O)OCC)C(=O)OCC